2-fluoro-6-[5-(4-methoxyphenyl)-1-(2-trimethylsilylethoxymethyl)pyrazol-4-yl]pyridin-3-ol FC1=NC(=CC=C1O)C=1C=NN(C1C1=CC=C(C=C1)OC)COCC[Si](C)(C)C